ClC=1C=C2C=C(NC2=C(C1F)F)C(=O)N1C[C@@H]2CNC[C@@H]2C1 (5-chloro-6,7-difluoro-1H-indol-2-yl)((3aR,6aS)-hexahydropyrrolo[3,4-c]pyrrol-2(1H)-yl)methanone